2,3-dimethyl-styrene CC1=C(C=C)C=CC=C1C